CN(CC[Si](OCC)(OCC)OCC)C 2-dimethylaminoethyltriethoxysilane